OCCN(C(CN)C)CCO di(2-hydroxyethyl)propylenediamine